ClC(C(OC)OC)C 2-chloro-1,1-dimethoxypropane